S(=O)(=O)(O)O.C(C)(=O)N[C@@H]1[C@H]([C@H]([C@H](O[C@H]1OC1=CC=C(C=C1)NC(CCN(C(CCCC)=O)CCCCCNC(C1=CC=CC=C1)=O)=O)CO)[Na])O (2R,3R,4R,5R,6S)-5-acetamido-6-(4-(3-(N-(5-benzoylaminopentyl)-pentanamido)Propanamido)phenoxy)-4-hydroxy-2-(hydroxymethyl)tetrahydro-2H-pyran-3-yl-sodium sulfate